6-(7-(difluoromethyl)-6-(1-methyl-1H-pyrazol-4-yl)-3,4-dihydroquinolin-1(2H)-yl)-4-(3,6-dihydro-2H-thiopyran-4-yl)-1,3-dimethyl-1H-benzo[d]imidazol-2(3H)-one FC(C1=C(C=C2CCCN(C2=C1)C=1C=C(C2=C(N(C(N2C)=O)C)C1)C=1CCSCC1)C=1C=NN(C1)C)F